ClC=1C(=NC=CC1)NC=1N=C(N=NC1C(=O)N)NC1=C(C=C2CCN(CC2=C1)C)OC ((3-Chloropyridin-2-yl)amino)-3-((6-methoxy-2-methyl-1,2,3,4-tetrahydroisoquinolin-7-yl)amino)-1,2,4-triazine-6-carboxamide